5-((4-Bromobenzyl)oxy)-4-oxo-4H-chromen-2-carboxylic acid BrC1=CC=C(COC2=C3C(C=C(OC3=CC=C2)C(=O)O)=O)C=C1